ClC=1C(=C(C=CC1Cl)O)C1=CC=2N(C=C1)C(=C(N2)CCO)C 3,4-dichloro-2-(2-(2-hydroxyethyl)-3-methylimidazo[1,2-a]pyridin-7-yl)phenol